FC(C1=NN=C(O1)C=1C=CC(=NC1)CN1C(C2=CC(=CC=C2C(C1=O)(C)C)C1=CC=NC=C1)=O)F 2-((5-(5-(difluoromethyl)-1,3,4-oxadiazole-2-yl)pyridine-2-yl)methyl)-4,4-dimethyl-7-(pyridine-4-yl)isoquinoline-1,3(2H,4H)-dione